(E)-8-(4-((4,4-difluorocyclohexyl)oxy)styryl)-1,3-diethyl-7-methyl-1H-purine-2,6(3H,7H)-dione FC1(CCC(CC1)OC1=CC=C(/C=C/C2=NC=3N(C(N(C(C3N2C)=O)CC)=O)CC)C=C1)F